OC1CC(N(C1)C(=O)OC(C)(C)C)C(N(C)OC)=O tert-butyl 4-hydroxy-2-(methoxy(methyl)carbamoyl)pyrrolidine-1-carboxylate